1-cyclopropanecarbonyl-N-methylpyrrolidine-3-carboxamide C1(CC1)C(=O)N1CC(CC1)C(=O)NC